NC1=C2C(=NC=C1)N(C(=C2C2=CC=C(C=C2)C(=O)N2CCCC2)C=2C=NC(=CC2)C#C)C (4-(4-amino-2-(6-ethynylpyridin-3-yl)-1-methyl-1H-pyrrolo[2,3-b]pyridin-3-yl)phenyl)(pyrrolidin-1-yl)methanone